3-(3-(tert-butylcarbamoyl)-4-fluorophenyl)-5-(cyclopropylmethyl)-4-(3-fluoro-4-sulfamoylbenzyl-1H-pyrazol-1-yl)thiazole-4-carboxylic acid C(C)(C)(C)NC(=O)C=1C=C(C=CC1F)N1CSC(C1(C(=O)O)N1N=C(C=C1)CC1=CC(=C(C=C1)S(N)(=O)=O)F)CC1CC1